2,2-bis(4'-β-hydroxyethoxyphenyl)propane OCCOC1=CC=C(C=C1)C(C)(C)C1=CC=C(C=C1)OCCO